(2R,5S)-tert-butyl-4-(7-bromo-2,8-di-tert-butoxy-6-chloroquinazolin-4-yl)-2,5-dimethylpiperazine-1-carboxylate C(C)(C)(C)OC(=O)N1[C@@H](CN([C@H](C1)C)C1=NC(=NC2=C(C(=C(C=C12)Cl)Br)OC(C)(C)C)OC(C)(C)C)C